FC(C1=NN(C=2C3C(CCC12)C3)CC(=O)O)F 2-(3-(difluoromethyl)-5,5a,6,6a-tetrahydrocyclopropa[g]indazol-1(4H)-yl)acetic acid